(3-(Benzyloxy)-2-methylallyl)benzene C(C1=CC=CC=C1)OC=C(CC1=CC=CC=C1)C